allylphthalonitrile C(C=C)C1=C(C(C#N)=CC=C1)C#N